((3-hydroxypropyl)azanediyl)bis(nonane-9,1-diyl) (2E,2'E)-bis(3-propylundec-2-enoate) C(CC)\C(=C/C(=O)OCCCCCCCCCN(CCCCCCCCCOC(C=C(CCCCCCCC)CCC)=O)CCCO)\CCCCCCCC